2-{[(3S)-3-{3-[(4-cyano-2-fluorophenoxy)methyl]phenoxy}pyrrolidin-1-yl]methyl}-1-{[(2S)-oxetan-2-yl]methyl}-1H-1,3-benzodiazole-6-carboxylic acid C(#N)C1=CC(=C(OCC=2C=C(O[C@@H]3CN(CC3)CC3=NC4=C(N3C[C@H]3OCC3)C=C(C=C4)C(=O)O)C=CC2)C=C1)F